FC1=C(CN2C(N(N=C2)C2=CC(=C(C=C2)OC2=C(N=C(S2)C2(COC2)O)C)F)=O)C(=CC=C1)F 4-(2,6-difluorobenzyl)-2-(3-fluoro-4-((2-(3-hydroxyoxetan-3-yl)-4-methylthiazol-5-yl)oxy)phenyl)-2,4-dihydro-3H-1,2,4-triazol-3-one